C1=CC=CC=2C3=CC=CC=C3C(C12)COC(=O)N[C@H](C(=O)O)CC1=CN(C2=NC=CC=C21)CCCNC(=O)OC(C)(C)C (S)-2-((((9H-fluoren-9-yl)methoxy)carbonyl)amino)-3-(1-(3-((tert-butoxycarbonyl)amino)propyl)-1H-pyrrolo[2,3-b]pyridin-3-yl)propanoic acid